2-Methyl-N-(naphthalen-1-yl(oxetan-3-yl)methyl)-5-nitrobenzamide CC1=C(C(=O)NC(C2COC2)C2=CC=CC3=CC=CC=C23)C=C(C=C1)[N+](=O)[O-]